3-(2-fluoro-acetamido)-phenylalanine FCC(=O)NC=1C=C(C[C@H](N)C(=O)O)C=CC1